ClC=1C(N(C=C(C1)Cl)C1=CC=C(C=C1)N1N=CC(=C1C(F)(F)F)C(=O)OCC)=O Ethyl 1-(4-(3,5-dichloro-2-oxopyridin-1(2H)-yl)phenyl)-5-(trifluoromethyl)-1H-pyrazole-4-carboxylate